1-(4-(Cyclopentyloxy)piperidin-1-yl)-2-(3-((2S,6R)-2,6-dimethylmorpholine-4-carbonyl)-5,6-dihydrocyclopenta[c]pyrazol-1(4H)-yl)ethan-1-one C1(CCCC1)OC1CCN(CC1)C(CN1N=C(C2=C1CCC2)C(=O)N2C[C@@H](O[C@@H](C2)C)C)=O